FC(/C=C/C(=O)O)(F)F (E)-4,4,4-trifluorobut-2-enoic acid